di(tert-butyldimethylsilyl) oxalate C(C(=O)O[Si](C)(C)C(C)(C)C)(=O)O[Si](C)(C)C(C)(C)C